dimethylphosphine oxide, 2,2,2-trifluoroacetate salt FC(C(=O)O)(F)F.CP(C)=O